benzyl (S)-4-(5-(5-bromo-3-(3-((tert-butyldiphenylsilyl)oxy)-2,2-dimethylpropyl)-1-(2-isopropoxyethyl)-1H-indol-2-yl)-6-(1-methoxyethyl)pyridin-3-yl)piperazine-1-carboxylate BrC=1C=C2C(=C(N(C2=CC1)CCOC(C)C)C=1C=C(C=NC1[C@H](C)OC)N1CCN(CC1)C(=O)OCC1=CC=CC=C1)CC(CO[Si](C1=CC=CC=C1)(C1=CC=CC=C1)C(C)(C)C)(C)C